C1CCC12OCCN(C2)C2=CC=CC(=N2)C2=NC1=CC(=NC=C1C=C2)CNC(C2=CC(=C(C=C2)C)S(=O)(=O)C)=O N-((2-(6-(5-oxa-8-azaspiro[3.5]nonan-8-yl)pyridin-2-yl)-1,6-naphthyridin-7-yl)methyl)-4-methyl-3-(methylsulfonyl)benzamide